thiobis(5-aminobenzenesulfonic acid) S(C1=C(C=C(C=C1)N)S(=O)(=O)O)C1=C(C=C(C=C1)N)S(=O)(=O)O